(2S,3R,4R)-1-acetyl-2-cyclopropyl-4-((4-methoxypyrimidin-2-yl)amino)-3-methyl-1,2,3,4-tetrahydroquinoline-6-carboxamide C(C)(=O)N1[C@H]([C@@H]([C@H](C2=CC(=CC=C12)C(=O)N)NC1=NC=CC(=N1)OC)C)C1CC1